ClC(OC1=CC=C(C=C1)NC(=O)C=1C=C2CC(N(C2=C(C1)C1=CC=NN1)C(C)C)CC(=O)N1CCOCC1)(F)F N-(4-(chlorodifluoromethoxy)phenyl)-1-isopropyl-2-(2-morpholino-2-oxoethyl)-7-(1H-pyrazol-5-yl)indoline-5-carboxamide